ClC1=C(C=C(C(=C1)F)C(=O)NCC1=CC=C(C=C1)F)C(=O)NC1=CC=C(C=C1)C1=NC(=NO1)C 4-chloro-6-fluoro-N1-[(4-fluorophenyl)methyl]-N3-[4-(3-methyl-1,2,4-oxadiazol-5-yl)phenyl]benzene-1,3-dicarboxamide